COC1=CC(=CC2=C1C(=NO2)NS(=O)(=O)C2=C(C=CC=C2)C(NC)=O)CN2N=CC(=C2)CNC(OC(C)(C)C)=O tert-butyl ((1-((4-methoxy-3-((2-(methylcarbamoyl)phenyl) sulfonamido)benzo[d]isoxazol-6-yl)methyl)-1H-pyrazol-4-yl)methyl)carbamate